2-[[1-(4-chloropyrimidin-5-yl)cyclopropanecarbonyl]amino]-4-[[3-fluoro-2-methoxy-propyl]-[4-(5,6,7,8-tetrahydro-1,8-naphthyridin-2-yl)butyl]amino]butanoic acid ClC1=NC=NC=C1C1(CC1)C(=O)NC(C(=O)O)CCN(CCCCC1=NC=2NCCCC2C=C1)CC(CF)OC